6-bromo-2-(4-(piperidin-1-yl)styryl)benzo[d]thiazole BrC1=CC2=C(N=C(S2)C=CC2=CC=C(C=C2)N2CCCCC2)C=C1